3-(2-Nitrophenyl)-imidazo[1,2-f]-phenanthridin [N+](=O)([O-])C1=C(C=CC=C1)C1=CN=C2N1C=1C=CC=CC1C=1C=CC=CC21